FC(C(C(F)(F)F)(O)C1=CC=C(C=C1)NC(=O)C1N(CC2=CC(=CC=C12)S(=O)(=O)C)C(=O)N)(F)F N1-[4-(1,1,1,3,3,3-Hexafluoro-2-hydroxypropan-2-yl)phenyl]-5-(methylsulfonyl)-1,3-dihydro-2H-isoindol-1,2-dicarboxamid